eugenol acetate bis-dodecyl-3,3'-thiodipropionate C(CCCCCCCCCCC)C(C(=O)O)(CSCCC(=O)O)CCCCCCCCCCCC.C(C)(=O)O.C=1(C(O)=CC=C(CC=C)C1)OC